FC=1C=C(C=CC1OC1=CC=CC=C1)NC1=C2C=C(NC2=C(C=C1)F)C(=O)OCC Ethyl 4-((3-fluoro-4-phenoxyphenyl) amino)-7-fluoro-1H-indole-2-carboxylate